5-methoxy-2-((3R)-3-((1aR,3aR,3bS,5aR,6R,8aS,8bS,10aR)-10-methoxy-3a,5a-dimethylhexadecahydrocyclopenta[a]cyclopropa[2,3]cyclopenta[1,2-f]naphthalen-6-yl)butyl)pyridine COC=1C=CC(=NC1)CC[C@@H](C)[C@H]1CC[C@@H]2[C@@]1(CC[C@@H]1[C@@]3([C@]4(C(C[C@@H]21)OC)[C@H](CC3)C4)C)C